FC(C1=NN(C=C1C(=O)Cl)C)F 3-(difluoromethyl)-1-methyl-1H-pyrazole-4-carbonyl chloride